5-(4-((8-(difluoromethoxy)-5-fluoro-2-methyl-3-oxo-3,4-dihydroquinoxalin-6-yl)methyl)piperazin-1-yl)-6-fluoro-N-methylpyridinecarboxamide FC(OC=1C=C(C(=C2NC(C(=NC12)C)=O)F)CN1CCN(CC1)C=1C=CC(=NC1F)C(=O)NC)F